C(C)(C)(C)OC(=O)N1[C@H](CC[C@H]1CC1CCC(CC1)OC)[C@@H](O)C1=CC(=CC=C1)F (2R,5S)-2-((S)-(3-fluorophenyl)(hydroxy)methyl)-5-(((1R,4S)-4-methoxycyclohexyl)methyl)pyrrolidine-1-carboxylic acid tert-butyl ester